3-fluoro-5-hydroxybenzamide FC=1C=C(C(=O)N)C=C(C1)O